2-(2-Methyl-4-(((5-oxo-4-(4-(tri-fluoromethyl)phenyl)-4,5-dihydro-1H-1,2,4-triazol-1-yl)methyl)thio)-phenoxy)acetic acid CC1=C(OCC(=O)O)C=CC(=C1)SCN1N=CN(C1=O)C1=CC=C(C=C1)C(F)(F)F